((5S,7aS)-5-(cyclopropoxymethyl)-2-methylenetetrahydro-1H-pyrrolizin-7a(5H)-yl)methanol C1(CC1)OC[C@H]1N2CC(C[C@@]2(CC1)CO)=C